C(C)(C)(C)OC(=O)N1[C@@H](CC(C[C@@H]1C)OCCC[C@@H]1CC[C@H](CC1)N)C (2r,4r,6s)-4-(3-((trans)-4-aminocyclohexyl)propoxy)-2,6-dimethylpiperidine-1-carboxylic acid tert-butyl ester